C(#N)C=1C=CC(=NC1)N1CCN(CC1)C(=O)OC(CC1=CNC(C(=C1)C(F)(F)F)=O)C 1-(6-oxo-5-(trifluoromethyl)-1,6-dihydropyridin-3-yl)propan-2-yl 4-(5-cyanopyridin-2-yl)piperazine-1-Carboxylate